tetrasodium aspartate diacetate C(CN([C@@H](CC(=O)[O-])C(=O)[O-])CC(=O)[O-])(=O)[O-].[Na+].[Na+].[Na+].[Na+]